C(C)(C)OC1=C(C=C(C=C1)S(=O)(=O)C)N1C(=NC2=CC=CC=C2C1=O)CN1CCNCC1 3-(2-isopropoxy-5-(methylsulfonyl)phenyl)-2-(piperazin-1-ylmethyl)quinazolin-4(3H)-one